(2S,3R,4R,5R)-2-(acetyloxy)-4-(benzoyloxy)-5-[(benzoyloxy)methyl]oxolan-3-yl benzoate C(C1=CC=CC=C1)(=O)O[C@H]1[C@@H](O[C@@H]([C@H]1OC(C1=CC=CC=C1)=O)COC(C1=CC=CC=C1)=O)OC(C)=O